3-[4-(3-chloro-2-piperazin-1-yl-6-quinolinyl)triazol-1-yl]propan-1-amine dihydrochloride Cl.Cl.ClC=1C(=NC2=CC=C(C=C2C1)C=1N=NN(C1)CCCN)N1CCNCC1